7-((7-nitrobenzo[c][1,2,5]oxadiazol-4-yl)amino)heptanoic acid [N+](=O)([O-])C1=CC=C(C=2C1=NON2)NCCCCCCC(=O)O